NC=1C(NC(N(N1)C1=CC(=C(C(=C1)Cl)OC=1C=C2C(=CC(=NC2=CC1)C1=CC(=C(C(=C1)Cl)F)Cl)C)Cl)=O)=O 6-amino-2-(3,5-dichloro-4-((2-(3,5-dichloro-4-fluorophenyl)-4-methylquinolin-6-yl)oxy)phenyl)-1,2,4-triazine-3,5(2H,4H)dione